3-Chloro-5-cyano-N-(1-(1-methyl-1H-pyrazol-4-yl)-1H-indazol-6-yl)picolinamide ClC=1C(=NC=C(C1)C#N)C(=O)NC1=CC=C2C=NN(C2=C1)C=1C=NN(C1)C